N1(CCCCC1)C1=CC=C(C(=O)N=[N+]=[N-])C=C1 4-(1-piperidyl)benzoic acid azide